CCCCCCCCCCCCCCCCCCCC(=O)O[C@H](COC(=O)CCCCCCC/C=C\C/C=C\CCCCC)COP(=O)(O)OC[C@H](CO)O 1-(9Z,12Z-octadecadienoyl)-2-eicosanoyl-glycero-3-phospho-(1'-sn-glycerol)